CC1=NC2=C(N1)C=CC1=C2OC=CC1=O 2-methyl-3H-pyrano[2,3-e]benzimidazol-6-one